3-[5-(1,3-dioxolan-2-ylmethyl)-3-methyl-2-oxo-benzimidazol-1-yl]piperidine-2,6-dione O1C(OCC1)CC1=CC2=C(N(C(N2C)=O)C2C(NC(CC2)=O)=O)C=C1